4-(aminomethyl)-6-(5-(benzofuran-2-yl)-1-methyl-1H-pyrazol-4-yl)phthalazin-1(2H)-one NCC1=NNC(C2=CC=C(C=C12)C=1C=NN(C1C=1OC2=C(C1)C=CC=C2)C)=O